C(C)NC1=CC=C(C=C1)NCC N,N'-Diethyl-p-phenylendiamin